C(C=C)(=O)N1C[C@@H]2COC3=C(C(N2CC1)=O)C(=NC(=C3Cl)C3=C(C=CC=C3O)F)N3CCOC1(CC1)C3 (6aR)-8-acryloyl-4-chloro-1-(4-oxa-7-azaspiro[2.5]oct-7-yl)-3-(2-fluoro-6-hydroxyphenyl)-6,6a,7,8,9,10-hexahydro-12H-pyrazino[2,1-c]pyrido[3,4-f][1,4]oxazepin-12-one